CN(CCCC(=O)N(O)CC1=CC=C(C=C1)NC1=CC=C(C=C1)C=1C=NC(=CC1)F)C 4-(Dimethylamino)-N-(4-((4-(6-fluoropyridin-3-yl)phenyl)amino)benzyl)-N-hydroxybutyramide